FC1=CC2=C(N(C(N=C2)=O)C2=C(C=CC=C2C)C(C)C)N=C1OC1=CC(=CC=C1)F 6-Fluoro-7-(3-fluorophenoxy)-1-(2-isopropyl-6-methylphenyl)-2-oxo-1,2-Dihydropyrido[2,3-d]pyrimidine